N1C=CN=CC2=C1C=CC=C2 1H-benzo[e][1,4]diazepine